NC=1NC2=C(C=CC=C2C1C#N)OC 2-amino-7-methoxy-1H-indole-3-carbonitrile